theophylline acetate piperazine salt N1CCNCC1.C(C)(=O)O.N1(C)C(=O)N(C)C=2N=CNC2C1=O